(3aR,4R,5R,7S,8S,9R,9aS,12R)-8-hydroxy-7-(hydroxymethyl)-4,7,9,12-tetramethyl-3-oxodecahydro-4,9a-propanocyclopenta[8]annulen-5-yl-2-(tosyloxy)acetate O[C@@H]1[C@](C[C@H]([C@@]2([C@H]3[C@]([C@H]1C)(CCC3=O)CC[C@H]2C)C)C(C(=O)[O-])OS(=O)(=O)C2=CC=C(C)C=C2)(C)CO